[K+].C(C=1C(O)=CC=CC1)(=O)[O-].[Na+].C(C=1C(O)=CC=CC1)(=O)[O-] sodium salicylate, potassium salt